CC1=NC(=CC(=C1)N1CC2(CN(C2)CC[C@H]2OC(C3(C2)CCCCC3)=O)C1)C (S)-3-(2-(6-(2,6-Dimethylpyridin-4-yl)-2,6-diazaspiro[3.3]heptan-2-yl)ethyl)-2-oxaspiro[4.5]decan-1-on